methyl 2-(7-(3-cyclopropyl-2-fluorophenoxy)-2,2-dimethyl-3,4-dihydro-2H-pyrano[3,2-b]pyridine-8-carbonyl)-1-(2,4-dimethylbenzyl)hydrazine-1-carboxylate C1(CC1)C=1C(=C(OC=2C(=C3C(=NC2)CCC(O3)(C)C)C(=O)NN(C(=O)OC)CC3=C(C=C(C=C3)C)C)C=CC1)F